C(C1=CC=CC=C1)OC1CCCNC1 5-benzyloxypiperidine